C(C)(C)(C)OC(=O)N1C[C@H](CC1)[C@@H](C(=O)OC(C)(C)C)CC1=C(C=C(C(=C1)C=C)F)F (R)-3-((S)-1-(tert-butoxy)-3-(2,4-difluoro-5-vinylphenyl)-1-oxopropan-2-yl)pyrrolidine-1-carboxylic acid tert-butyl ester